O[C@H]1[C@@H](N(C1)C=1N=C(C2=C(N1)CCC2)C2=CC=C(C(=O)N)C=C2)C 4-[2-[(2S,3R)-3-hydroxy-2-methyl-azetidin-1-yl]-6,7-dihydro-5H-cyclopenta[d]pyrimidin-4-yl]benzamide